FC=1C(=NC=CC1)C1=CC=C(CNC2=CC=NC=3N2N=CC3C(C)C)C=C1 7-((4-(3-fluoropyridin-2-yl)benzyl)amino)-3-isopropylpyrazolo[1,5-a]pyrimidin